methyl 4-(4-ethylpyridin-3-yl)-2-(fluoromethyl)-5-oxo-1,4,5,7-tetrahydrofuro[3,4-b]pyridine-3-carboxylate C(C)C1=C(C=NC=C1)C1C2=C(NC(=C1C(=O)OC)CF)COC2=O